Magnesium Lactate, trihydrate O.O.O.C(C(O)C)(=O)[O-].[Mg+2].C(C(O)C)(=O)[O-]